6,7-Difluoro-5-((2-fluoro-4-iodophenyl)amino)-4H-chromen-4-one FC=1C(=C2C(C=COC2=CC1F)=O)NC1=C(C=C(C=C1)I)F